O=O.[N] Nitrogen dioxideN